C(C)(C)(C)OC(=O)N1[C@@H](C[C@H](C1)F)[C@H](C)O tert-Butyl-(2S,4R)-4-fluoro-2-[(1S)-1-hydroxyethyl]pyrrolidine-1-carboxylate